C1=C(C=CC2=CC(=CC=C12)B1OC(C(O1)(C)C)(C)C)C1=CC2=CC=CC=C2C=C1 2-[(2,2'-binaphthalene)-6-yl]-4,4,5,5-tetramethyl-1,3,2-dioxaborolane